1-(3-(1-(4-(5-(difluoromethyl)-1,3,4-oxadiazol-2-yl)-2,6-difluorobenzyl)-1H-1,2,3-triazol-4-yl)phenyl)thiourea FC(C1=NN=C(O1)C1=CC(=C(CN2N=NC(=C2)C=2C=C(C=CC2)NC(=S)N)C(=C1)F)F)F